[C@]1([C@H](O)[C@H](O)[C@@H](CO)O1)(N1C=NC=2C(N)=NC=NC12)C(C(C(=O)O)O)(O)C(=O)O adenosinetartaric acid